NC(CC=1NC=CN1)N diaminoethyl-imidazole